6-chloro-7-fluoro-1-(4-fluoro-2-methylphenyl)-3-(2-methyl-6-oxo-1,6-dihydropyridin-3-yl)-2,3-dihydroquinazolin-4(1H)-one ClC=1C=C2C(N(CN(C2=CC1F)C1=C(C=C(C=C1)F)C)C1=C(NC(C=C1)=O)C)=O